BrC1=CC=C(C=C1)C1(CC1)OC 1-bromo-4-(1-methoxycyclopropyl)benzene